8,8'-(((1s,2r)-2-(hydroxymethyl)cyclopropyl)azanediyl)bis(N,N-didecyloctanamide) OC[C@H]1[C@H](C1)N(CCCCCCCC(=O)N(CCCCCCCCCC)CCCCCCCCCC)CCCCCCCC(=O)N(CCCCCCCCCC)CCCCCCCCCC